COCCC(=O)NCC beta-methoxy-N-ethylpropionamide